C(C1=CC=CC=C1)O[C@H]1[C@@H](OC[C@H]([C@@H]1OCC1=CC=CC=C1)OCC1=CC=CC=C1)CC(C)O ((2S,3S,4S,5R)-3,4,5-tris(benzyloxy)tetrahydro-2H-pyran-2-yl)propan-2-ol